2-[4-(2-methylpyrazol-3-yl)-2-thienyl]-N-(5-pyrazin-2-yl-2-pyridyl)acetamide CN1N=CC=C1C=1C=C(SC1)CC(=O)NC1=NC=C(C=C1)C1=NC=CN=C1